Methyl 2-(((1R,5S,6S)-6-(6-((4-cyano-2-fluorobenzyl)oxy)pyridin-2-yl)-3-azabicyclo[3.1.0]hexan-3-yl)methyl)-1-(((S)-oxetan-2-yl)methyl)-1H-benzo[d]imidazole-6-carboxylate C(#N)C1=CC(=C(COC2=CC=CC(=N2)C2[C@H]3CN(C[C@@H]23)CC2=NC3=C(N2C[C@H]2OCC2)C=C(C=C3)C(=O)OC)C=C1)F